P(=O)([O-])([O-])[O-].C(CCCCC)C([NH+](C)CCCCC)CCCCCC.C(CCCCC)C(CCCCCC)[NH+](CCCCC)C.C(CCCCC)C(CCCCCC)[NH+](CCCCC)C dihexyl-amyl-dimethyl-ammonium phosphate